C(C)OC(=C)C1=C2C=C(C(=NC2=CC(=C1)C)O)C=1C=NC(=CC1)OC 5-(1-ethoxyvinyl)-3-(6-methoxypyridin-3-yl)-7-methylquinolin-2-ol